N-(4-(((8-isopropyl-2-(piperidin-4-ylamino)pyrazolo[1,5-a][1,3,5]triazin-4-yl)amino)methyl)phenyl)acetamide C(C)(C)C=1C=NN2C1N=C(N=C2NCC2=CC=C(C=C2)NC(C)=O)NC2CCNCC2